C1(CC1)C(=C(C#N)C#N)O 2-(cyclopropyl-(hydroxy)methylene)malononitrile